COC=1C=C2C(=CNC2=CC1)C=1CCNCC1 5-methoxy-3-(1,2,3,6-tetrahydropyridin-4-yl)-1H-indole